P(=O)(OC(CCCCC)CC)(OC1=CC=C(C=C1)C)OC1=CC=C(C=C1)C ethylhexyl di(p-tolyl) phosphate